C1(CC1)CN1C2=C(C=C1C=O)CCOC2=O 1-(cyclopropylmethyl)-7-oxo-1,4,5,7-tetrahydropyrano[3,4-b]pyrrole-2-carbaldehyde